(7R)-(4-amino-6-methyl-5-(quinolin-3-yl)-7,8-dihydro-6H-cyclopenta[4,5]Pyrrolo[2,1-f][1,2,4]Triazin-7-yl)carbamic acid tert-butyl ester C(C)(C)(C)OC(N[C@@H]1CC2=C(C(=C3C(=NC=NN32)N)C=3C=NC2=CC=CC=C2C3)C1C)=O